2-Chloro-6-(trimethylsilyl)phenyltriflat ClC1=C(C(=CC=C1)[Si](C)(C)C)OS(=O)(=O)C(F)(F)F